diboronanol B1(BCCCCCCC1)O